OCCN1N=C(C2=C1C(N(CC2)CC2(CC2)S(=O)(=O)C2(CC2)C)=O)C(=O)OCC ethyl 1-(2-hydroxyethyl)-6-((1-((1-methylcyclopropyl)sulfonyl)cyclopropyl)methyl)-7-oxo-4,5,6,7-tetrahydro-1H-pyrazolo[3,4-c]pyridine-3-carboxylate